C(#C)C=1C(=C(C=CC1)NC=1C2=C(N=CN1)C=CC(=N2)N2[C@@H]1CN([C@H](C2)C1)C(C=C)=O)F 1-((1S,4S)-5-(4-((3-Ethynyl-2-fluorophenyl)amino)pyrido[3,2-d]pyrimidin-6-yl)-2,5-diazabicyclo[2.2.1]heptan-2-yl)prop-2-en-1-one